tris(8-quinolinolate) aluminium (III) [Al+3].N1=CC=CC2=CC=CC(=C12)[O-].N1=CC=CC2=CC=CC(=C12)[O-].N1=CC=CC2=CC=CC(=C12)[O-]